CN1C(N(C=C1)C)(/C(=C/C(=O)O)/C(=O)O)C 1,2,3-trimethyl-imidazolemaleic acid